[O-]C1=C(C=C(C=C1)C1=CC(=C(C=C1)[O-])C(=O)[O-])C(=O)[O-] 4,4'-dioxido-3,3'-Biphenyldicarboxylate